C1(=CC=CC2=CC=CC=C12)C1=CC=C(C=C1)NC1=CC=C(C=C1)C1=CC=CC2=CC=CC=C12 Bis(4-(naphthalen-1-yl)phenyl)amine